FC(C1=CC=C(C=N1)C1=CC=C(C=C1)O)(F)F 4-[6-(trifluoromethyl)-3-pyridyl]phenol